3-[[4-[5-[tert-butyl(dimethyl)silyl]oxy-1-tetrahydro pyran-2-yl-indazol-3-yl]thiazol-2-yl]methoxycarbonylamino]propylmethanesulfonate [Si](C)(C)(C(C)(C)C)OC=1C=C2C(=NN(C2=CC1)C1OCCCC1)C=1N=C(SC1)COC(=O)NCCCCS(=O)(=O)[O-]